C(C1=CC=CC=C1)NC(N(C1=CC=C(C=C1)C(=C)C)[C@@H]1CC[C@H](CC1)NC1=NC=C(C=C1)C#N)=O 3-benzyl-1-(trans-4-((5-cyanopyridin-2-yl)amino)cyclohexyl)-1-(4-(prop-1-en-2-yl)phenyl)urea